6-(cyclopropylmethoxy)-5-(pyrrolidin-1-yl)picolinic acid C1(CC1)COC1=C(C=CC(=N1)C(=O)O)N1CCCC1